m-xylene diisocyanate [N-]=C=O.[N-]=C=O.C1(=CC(=CC=C1)C)C